CC=1C=NC=CC1N1CCC(CC1)CCN1N=C(C=2CCCCC12)C(=O)N1CCC(CC1)NC(C)=O N-[1-[1-[2-[1-(3-methyl-4-pyridyl)-4-piperidyl]ethyl]-4,5,6,7-tetrahydroindazole-3-carbonyl]-4-piperidyl]acetamide